C1=CN(C(=O)NC1=O)[C@H]2[C@@H]([C@@H]([C@H](O2)CO)O)N 2'-amino-D-uridine